1-Pentyl-2-ethylpyridinium chlorid [Cl-].C(CCCC)[N+]1=C(C=CC=C1)CC